C(C)N1N=C(C=CC1=O)N1N=CN=C1[C@H](C)NC(OC(C)(C)C)=O tert-butyl N-[(1S)-1-[2-(1-ethyl-6-oxo-pyridazin-3-yl)-1,2,4-triazol-3-yl]ethyl]carbamate